CN(C)CC=1C=C(OCCCOC(CCCCCCC\C=C/C\C=C/CCCCC)=O)C=C(C1)OCCCOC(CC(CCCCCCCC)CCCCCCCC)=O (9Z,12Z)-3-(3-((dimethylamino)methyl)-5-(3-((3-octylundecanoyl)oxy)propoxy)phenoxy)propyloctadeca-9,12-dienoate